(S)-ethyl 8-(2-amino-6-((R)-2,2,2-trifluoro-1-(3-(3-methyl-1H-pyrazol-1-yl)-4'-propoxy-[1,1'-biphenyl]-4-yl)ethoxy)pyrimidin-4-yl)-2,8-diazaspiro[4.5]decane-3-carboxylate NC1=NC(=CC(=N1)N1CCC2(C[C@H](NC2)C(=O)OCC)CC1)O[C@@H](C(F)(F)F)C1=C(C=C(C=C1)C1=CC=C(C=C1)OCCC)N1N=C(C=C1)C